C1(CCCCC1)C(C)NC(C)C1=CC=CC=C1 1-cyclohexyl-N-(1-phenylethyl)ethan-1-amine